CC1=C(CC2OCCO2)C=CC(=C1)C 2-(2,4-dimethylbenzyl)-1,3-dioxolane